3-[3-(2-chloro-6-methyl-4-pyridinyl)-5-[[(3R)-pyrrolidin-3-yl]amino]pyrazolo[1,5-a]pyrimidin-2-yl]benzonitrile ClC1=NC(=CC(=C1)C=1C(=NN2C1N=C(C=C2)N[C@H]2CNCC2)C=2C=C(C#N)C=CC2)C